5-acetyl-3-isopropyl-1,1,2,6-tetramethylindene C(C)(=O)C=1C=C2C(=C(C(C2=CC1C)(C)C)C)C(C)C